8-[4-[2-[5-(piperazin-1-ylmethyl)-2-(1H-pyrrolo[3,2-c]Pyridine-3-yl)phenoxy]ethyl]phenyl]isoquinoline N1(CCNCC1)CC=1C=CC(=C(OCCC2=CC=C(C=C2)C=2C=CC=C3C=CN=CC23)C1)C1=CNC2=C1C=NC=C2